C(C1=CC=CC=C1)OC([C@H](C)NC(=O)[C@@H]1N(CCN(C1)C1=CC=CC2=CC=CC=C12)C(=O)OC(C)(C)C)=O tert-Butyl (R)-2-(((S)-1-(benzyloxy)-1-oxopropan-2-yl)carbamoyl)-4-(naphthalen-1-yl)piperazine-1-carboxylate